C(C)OC1=CC=C(N(C)C)C=C1 4-ethoxy-N,N-dimethylaniline